C(C1=CC=CC=C1)N1CN(N2C(C1=O)=C(C(C=C2)=O)OCC2=CC=CC=C2)C21C(=CC3=C(C(=CC=C23)F)F)CC=2C=CC=CC21 3-benzyl-5-(benzyloxy)-1-(1,2-difluoroindeno[1,2-a]inden-4b(9H)-yl)-2,3-dihydro-1H-pyrido[2,1-f][1,2,4]triazine-4,6-dione